N,N-bis(4-bromophenyl)-4-butylaniline BrC1=CC=C(C=C1)N(C1=CC=C(C=C1)CCCC)C1=CC=C(C=C1)Br